tert-butyl 4-[5-[3-[3-[[ethyl(methyl)sulfamoyl]amino]-2,6-difluoro-benzoyl]-4-methyl-1H-pyrrolo[2,3-b]pyridin-5-yl]pyrimidin-2-yl]piperazine-1-carboxylate C(C)N(S(=O)(=O)NC=1C(=C(C(=O)C2=CNC3=NC=C(C(=C32)C)C=3C=NC(=NC3)N3CCN(CC3)C(=O)OC(C)(C)C)C(=CC1)F)F)C